FC=1C=NN2C1N=CC=C2N2CCC1(C(N3[C@H](S1)CC[C@H]3C3=CC=CC=C3)=O)CC2 (5'S,7a'R)-1-(3-fluoropyrazolo[1,5-a]pyrimidin-7-yl)-5'-phenyltetrahydro-3'H-spiro[piperidine-4,2'-pyrrolo[2,1-b]thiazol]-3'-one